triazole-5-sulfonyl chloride N1N=NC=C1S(=O)(=O)Cl